ClC=1C=CC(=C(C1)C1=CC2=C(OCCN2C2=CC(=NC=C2)NC(C)=O)C=N1)F N-{4-[7-(5-chloro-2-fluorophenyl)-1H,2H,3H-pyrido[3,4-b][1,4]oxazin-1-yl]pyridin-2-yl}acetamide